copper hypobromite Br[O-].[Cu+2].Br[O-]